CC(C)(OC(NCCOCCOCCOCCOCCC(=O)OCC=C)=O)C Allyl 2,2-dimethyl-4-oxo-3,8,11,14,17-pentaoxa-5-azaicosan-20-oate